C1(CC1)N1C(C2=C(C=C1C(F)(F)F)N=C(N2C)C2=CC=CC=C2C2(CC2)C#N)=O [6-[5-cyclopropyl-3-methyl-4-oxo-6-(trifluoromethyl)imidazo[4,5-c]pyridin-2-yl]phenyl]cyclopropanecarbonitrile